ClC1=CC=C(C=C1)PC1=CC=C(C=C1)Cl bis(4-chlorophenyl)phosphine